(S)-N-((S)-1-(5,7-difluoro-3-methylbenzo[b]thiophen-2-yl)-2,2,2-trifluoroethyl)-2-methylpropane-2-yl-Sulfonamide FC1=CC2=C(SC(=C2C)[C@H](C(F)(F)F)NS(=O)(=O)C(C)(C)C)C(=C1)F